Ethyl 2-[2-(3,4-difluoro-2-methyl-phenoxy)-3-quinolinyl]-5-(dimethylamino)-6-methyl-4-oxo-1H-pyridine-3-carboxylate FC=1C(=C(OC2=NC3=CC=CC=C3C=C2C=2NC(=C(C(C2C(=O)OCC)=O)N(C)C)C)C=CC1F)C